BrC1=CN=C(S1)NC(OC(C)(C)C)=O tert-butyl (5-bromo-1,3-thiazol-2-yl)carbamate